C(C)(=O)OC[C@H](COC1=CC=C(C=C1)C(C)(C)C1=CC(=C(C(=C1)Cl)OC[C@@H](CCl)OC(C)=O)Cl)OC(C)=O (S)-3-(4-(2-(4-((S)-2-acetoxy-3-chloropropoxy)-3,5-dichlorophenyl)propan-2-yl)phenoxy)propane-1,2-diyl diacetate